2-(6-chloropyridazin-3-yl)-2-(2,4,6-trifluorophenyl)acetamide benzyl-4-(2-(((1S,4S)-4-(5-amino-6-methoxy-2H-indazol-2-yl)-1-methoxycyclohexyl)methoxy)ethyl)piperidine-1-carboxylate C(C1=CC=CC=C1)OC(=O)N1CCC(CC1)CCOCC1(CCC(CC1)N1N=C2C=C(C(=CC2=C1)N)OC)OC.ClC1=CC=C(N=N1)C(C(=O)N)C1=C(C=C(C=C1F)F)F